(2S,4R)-N-[(S)-[5-(3,3-difluorocyclobutyl)-6-fluoropyridin-2-yl](phenyl)methyl]-1-[2-(4-ethyl-5-oxo-4,5-dihydropyrazin-2-yl)acetyl]-4-fluoropyrrolidine-2-carboxamide FC1(CC(C1)C=1C=CC(=NC1F)[C@@H](NC(=O)[C@H]1N(C[C@@H](C1)F)C(CC=1N=CC(N(C1)CC)=O)=O)C1=CC=CC=C1)F